NC=1C=C2C=CC(=CC2=CC1)C=1C=C(C=CC1)NC(C=C)=O N-[3-(6-aminonaphthalen-2-yl)phenyl]prop-2-enamide